1-(2-(benzyloxy)-3,5-bis(trifluoromethyl)phenyl)imidazolidine-2-one C(C1=CC=CC=C1)OC1=C(C=C(C=C1C(F)(F)F)C(F)(F)F)N1C(NCC1)=O